BrC=1C=C(C(=C(C(=O)OC)C1)C)N(C1CCOCC1)C(C([2H])([2H])[2H])([2H])[2H] methyl 5-bromo-3-(ethyl-d5 (tetrahydro-2H-pyran-4-yl) amino)-2-methylbenzoate